4-(4-Methyl-1-(2-(6-(trifluoromethyl)imidazo[1,2-a]pyrazin-3-yl)pyrimidin-4-yl)pyrrolidin-3-yl)morpholine CC1C(CN(C1)C1=NC(=NC=C1)C1=CN=C2N1C=C(N=C2)C(F)(F)F)N2CCOCC2